CC(CC(S)N)C 3,3-dimethyl-1-mercaptopropylamine